(R)-1-(6-methoxy-3,4-dihydro-2H-benzo[b][1,4]thiazin-7-yl)-N-((4-methylmorpholin-2-yl)methyl)-6-(pyrazolo[1,5-a]pyrimidin-3-yl)-1H-pyrazolo[4,3-c]pyridine-3-carboxamide COC1=CC2=C(SCCN2)C=C1N1N=C(C=2C=NC(=CC21)C=2C=NN1C2N=CC=C1)C(=O)NC[C@@H]1CN(CCO1)C